N-nitrosophenyl-hydroxylamine cerium salt [Ce].N(=O)N(O)C1=CC=CC=C1